N1(CCCCC1)C(=O)C=1C=NN2C1C=C(C=C2)C2=CNC1=NC(=CC=C12)NC(C1=CC=NC=C1)=O N-(3-(3-(piperidine-1-carbonyl)pyrazolo[1,5-a]pyridin-5-yl)-1H-pyrrolo[2,3-b]pyridin-6-yl)isonicotinamide